Tert-butyl (S)-4-(pyrrolidin-3-ylmethyl)piperazine-1-carboxylate N1C[C@H](CC1)CN1CCN(CC1)C(=O)OC(C)(C)C